1-(4-[1-[(E)-4-cyclohexyl-3-trifluoromethyl-benzyloxyimino]-ethyl]-2-ethyl-benzyl)-azetidine-3-carboxylic acid C1(CCCCC1)C1=C(C=C(CO\N=C(/C)\C2=CC(=C(CN3CC(C3)C(=O)O)C=C2)CC)C=C1)C(F)(F)F